N(=[N+]=[N-])CC=1N=C(OC1)C1=CC(=NC=C1)OC(C)C 4-(azidomethyl)-2-(2-isopropoxypyridin-4-yl)oxazole